(R)-tert-butyl (1-(2-chloro-4-(trifluoromethoxy)phenyl)piperidin-3-yl)carbamate ClC1=C(C=CC(=C1)OC(F)(F)F)N1C[C@@H](CCC1)NC(OC(C)(C)C)=O